6-(4-[[(3S)-3-fluoropyrrolidin-1-yl]methyl]phenyl)-4-[(3S)-piperidin-3-ylamino]pyrido[3,2-d]pyrimidine-8-carboxamide F[C@@H]1CN(CC1)CC1=CC=C(C=C1)C=1C=C(C=2N=CN=C(C2N1)N[C@@H]1CNCCC1)C(=O)N